2-chloro-N-(4-nitrophenyl)quinolin-4-amine ClC1=NC2=CC=CC=C2C(=C1)NC1=CC=C(C=C1)[N+](=O)[O-]